(R)-N-(3-(1-((2-Amino-5-chloropyridin-3-yl)oxy)ethyl)phenyl)-3-(cyclopentylsulfonyl)benzamid NC1=NC=C(C=C1O[C@H](C)C=1C=C(C=CC1)NC(C1=CC(=CC=C1)S(=O)(=O)C1CCCC1)=O)Cl